(3S,4S)-1-{4-({8-[(2R,3S)-3-(methanesulfonylmeth-yl)-2-methylazetidin-1-yl]-5-(propan-2-yl)isoquinolin-3-yl}amino)pyrimidin-2-yl}-4-methoxypiperidin-3-ol CS(=O)(=O)C[C@@H]1[C@H](N(C1)C=1C=CC(=C2C=C(N=CC12)NC1=NC(=NC=C1)N1C[C@@H]([C@H](CC1)OC)O)C(C)C)C